[1,2,4]triazolo[1,5-a]pyridin-2-ylboronic acid N=1C(=NN2C1C=CC=C2)B(O)O